ethyl 3-(4-fluorophenyl)-2-[1-(2-methylphenyl)-6-oxo-1,6-dihydropyridazin-3-yl]-3-oxopropanoate FC1=CC=C(C=C1)C(C(C(=O)OCC)C1=NN(C(C=C1)=O)C1=C(C=CC=C1)C)=O